carbamic acid tetrahydro-2H-pyran-4-yl ester O1CCC(CC1)OC(N)=O